sulfosuccinimidyl (4-iodoacetyl)aminobenzoate C1C(C(=O)N(C1=O)OC(=O)C2=CC=C(C=C2)NC(=O)CI)S(=O)(=O)[O-].[Na+]